7-[{6-chloro-5-(trifluoromethyl)pyridin-2-yl}oxy]chroman-4-amine ClC1=C(C=CC(=N1)OC1=CC=C2C(CCOC2=C1)N)C(F)(F)F